FC1(CCC(CC1)C1=NC=CC(=C1NC(=O)C=1C=NC(=NC1)OCCOC(F)F)C1=C(C=CC(=C1)F)F)F N-(2-(4,4-difluorocyclohexyl)-4-(2,5-difluorophenyl)pyridin-3-yl)-2-(2-(difluoromethoxy)ethoxy)pyrimidine-5-carboxamide